CC1(C(NC(C1)=O)=O)CC 3-methyl-3-ethyl-2,5-pyrrolidinedione